C12(CC(C1)C2)N2CC(N(S(C1=C2C=C(C(=C1)OC)Br)(=O)=O)C)COCC 5-(bicyclo[1.1.1]pentan-1-yl)-7-bromo-3-(ethoxymethyl)-8-methoxy-2-methyl-2,3,4,5-tetrahydrobenzo[f][1,2,5]thiadiazepine 1,1-dioxide